NC1=C2N=CN(C2=NC(=N1)F)[C@H]1C(=C[C@H](O1)OCP([O-])([O-])=O)F.[Na+].[Na+] disodium {[(2R,5R)-5-(6-amino-2-fluoropurin-9-yl)-4-fluoro-2,5-dihydrofuran-2-yl]oxy}methylphosphonate